methyl 2-(4-(6-((4-cyano-2-fluorobenzyl)oxy)pyridin-2-yl)benzyl)-1-(2-methoxyethyl)-1H-benzo[d]imidazole-6-carboxylate C(#N)C1=CC(=C(COC2=CC=CC(=N2)C2=CC=C(CC3=NC4=C(N3CCOC)C=C(C=C4)C(=O)OC)C=C2)C=C1)F